C(#N)CC(=O)NC1=CC=C(C=C1)C 2-cyano-N-(p-tolyl)acetamide